C(C=C)(=O)N1CCC(CC1)OC=1C=C2C(=NC=NC2=CC1OC)NC=1C=C(C=CC1OC)C1=CC(=CC=C1)NC(C)=O N-(3'-((6-((1-acryloylpiperidin-4-yl)oxy)-7-methoxyquinazolin-4-yl)amino)-4'-methoxy-[1,1'-biphenyl]-3-yl)acetamide